tert-butyl N-methyl-N-(2-((2-(trifluoromethoxy)benzamido)methyl)pyrazolo[1,5-c]quinazolin-5-yl)glycinate CN(CC(=O)OC(C)(C)C)C1=NC=2C=CC=CC2C=2N1N=C(C2)CNC(C2=C(C=CC=C2)OC(F)(F)F)=O